COCCOCOC1=CC=C(C=C)C=C1 4-(2-methoxyethoxy)methoxystyrene